3,5-Dimethoxy-4-(2,2,2-trifluoroethyl)-β-nitrostyrene COC=1C=C(C=C[N+](=O)[O-])C=C(C1CC(F)(F)F)OC